N-(3-(triethoxysilyl)propyl)o-carbamoylbenzoic acid C(C)O[Si](CCCNC(=O)C1=C(C(=O)O)C=CC=C1)(OCC)OCC